FC1=C(C=C(C=C1)OC=1C(=C2C=CNC2=CC1F)C=C)C=1NC(=CN1)C(C)(CCCC(CS(=O)(=O)CC(=O)OC)(C)C)C=1C=C(C=CC1)CCC(=O)OC methyl 3-(3-(2-(2-(2-fluoro-5-((6-fluoro-4-vinyl-1H-indol-5-yl)oxy)phenyl)-1H-imidazol-5-yl)-7-((2-methoxy-2-oxoethyl)sulfonyl)-6,6-dimethylheptan-2-yl)phenyl)propanoate